CC1(OC(C2=C1C=C(C=C2)NC2=NC=C(C(=N2)N[C@H](CO)C2=CC=CC=C2)C(=O)NC[C@]2(CN1CCC2CC1)O)=O)C 2-[(3,3-dimethyl-1-oxo-1,3-dihydro-2-benzofuran-5-yl)amino]-N-{[(3R)-3-hydroxy-1-azabicyclo[2.2.2]oct-3-yl]methyl}-4-{[(1S)-2-hydroxy-1-phenylethyl]amino}pyrimidine-5-carboxamide